C12N(CCCC2C1)C1=NC=C(C(=N1)NC1=CC=2C3=C(C(N(C2C=C1)C)=O)OCC([C@@H](N3)C3CC3)(F)F)Cl (2S)-10-((2-(2-Azabicyclo[4.1.0]heptan-2-yl)-5-chloropyrimidin-4-yl)amino)-2-cyclopropyl-3,3-difluoro-7-methyl-1,2,3,4-tetrahydro-[1,4]oxazepino[2,3-c]chinolin-6(7H)-on